6,7-dihydro-5H-cyclopenta[b]pyridine-5-carboxamide N1=C2C(=CC=C1)C(CC2)C(=O)N